((1R)-2-(benzofuran-3-yl)-1-(spiro[2.5]octane-1-carboxamido)ethyl)boronic acid O1C=C(C2=C1C=CC=C2)C[C@H](NC(=O)C2CC21CCCCC1)B(O)O